3-acrylamido-4-((6-methyl-8-(neopentylamino)pyrido[3,4-d]pyrimidin-2-yl)amino)-N-(1-methylpiperidin-4-yl)benzamide C(C=C)(=O)NC=1C=C(C(=O)NC2CCN(CC2)C)C=CC1NC=1N=CC2=C(N1)C(=NC(=C2)C)NCC(C)(C)C